BrC1=CC=C(OC[C@H]2OCCOC2)C=C1 (S)-2-((4-bromophenoxy)methyl)-1,4-dioxane